[Mo](=O)=O.[K] potassium molybdenum dioxide